trans-1-(4-((2-(3-(3,4-dihydroisoquinolin-2(1H)-yl)-4-hydroxypyrrolidine-1-yl)pyrimidin-4-yl)amino)piperidin-1-yl)ethanone C1N(CCC2=CC=CC=C12)[C@@H]1CN(C[C@H]1O)C1=NC=CC(=N1)NC1CCN(CC1)C(C)=O